(3-(4-amino-2-(2-methyl-oxazol-5-yl)imidazo[2,1-f][1,2,4]triazin-7-yl)-4-methylphenyl)-1,1-difluoropropan-2-ol trifluoroacetate salt FC(C(=O)O)(F)F.NC1=NC(=NN2C1=NC=C2C=2C=C(C=CC2C)C(C(C)O)(F)F)C2=CN=C(O2)C